2-Cyano-N-[5-(3-fluorophenoxy)-2-pyridinyl]-2-methyl-propionamide C(#N)C(C(=O)NC1=NC=C(C=C1)OC1=CC(=CC=C1)F)(C)C